ClC1=C(C=CC=C1NC(=O)NS(=O)(=O)C1=CC=CC=C1)SC=1N=CC(=NC1)N1CCC(CC1)(C)NC(OC(C)(C)C)=O tert-butyl (1-(5-((2-chloro-3-(3-(phenylsulfonyl)ureido)phenyl)thio)pyrazin-2-yl)-4-methylpiperidin-4-yl)carbamate